FC1=C(C=CC=C1)N1N=CC2=C1COC[C@@H]2NC(C2=NC=C(C(=C2)C)C)=O (R)-N-(1-(2-fluorophenyl)-1,4,5,7-tetrahydropyrano[3,4-c]pyrazol-4-yl)-4,5-dimethylpicolinamide